FC1=C(C(=CC(=C1)F)OCCOC)C=1C2=C(C(=NC1C1=NN3C(CN([C@@H]([C@@H]3C)C)C(=O)OC(C)(C)C)=C1)O)C=CS2 tert-butyl (6R,7S)-2-[7-[2,4-difluoro-6-(2-methoxyethoxy)phenyl]-4-hydroxy-thieno[3,2-c]pyridin-6-yl]-6,7-dimethyl-6,7-dihydro-4H-pyrazolo[1,5-a]pyrazine-5-carboxylate